2-hydroxy-2-methyl-1-(4'-dodecylphenyl)-1-propanone OC(C(=O)C1=CC=C(C=C1)CCCCCCCCCCCC)(C)C